2-Amino-5-(3-(benzyloxy)-3-oxopropyl)-4-(6-(bis(4-methoxybenzyl)amino)-4-methyl-3-(trifluoromethyl)pyridin-2-yl)-3,6-difluorobenzoic acid methyl ester COC(C1=C(C(=C(C(=C1F)CCC(=O)OCC1=CC=CC=C1)C1=NC(=CC(=C1C(F)(F)F)C)N(CC1=CC=C(C=C1)OC)CC1=CC=C(C=C1)OC)F)N)=O